N-(5-CHLORO-6-(2H-1,2,3-TRIAZOL-2-YL)PYRIDIN-3-YL)-4-CYANO-3-PHENYLISOTHIAZOLE-5-CARBOXAMIDE ClC=1C=C(C=NC1N1N=CC=N1)NC(=O)C1=C(C(=NS1)C1=CC=CC=C1)C#N